O1C=C(C=C1)C1=CN(C2=CC(=CC=C2C1=O)N1CCCC1)CC(=O)O 2-[3-(furan-3-yl)-4-oxo-7-(pyrrolidin-1-yl)-1,4-dihydroquinolin-1-yl]acetic acid